C(CCCCCCCCCCC)(=O)N1C(CCC1)=O 1-dodecanoylpyrrolidin-2-one